distearyltrimethylammonium chloride [Cl-].C(CCCCCCCCCCCCCCCCC)C([NH+](C)C)CCCCCCCCCCCCCCCCCC